C(C)(C)(C)OC(=O)N1CCC2(C=C1)COC1=C2C=CC(=C1)[N+](=O)[O-] 6-Nitro-2',3'-dihydro-1'H,2H-spiro[benzofuran-3,4'-pyridine]-1'-carboxylic acid tert-butyl ester